C1(CC1)C1=NN(C=N1)C1CC2(CN(C2)C(=O)N2CC(C2)C=2C=NC(=CC2)N2CC(CC2)(C(F)(F)F)O)C1 [6-(3-cyclopropyl-1,2,4-triazol-1-yl)-2-azaspiro[3.3]heptan-2-yl]-[3-[6-[3-hydroxy-3-(trifluoromethyl)pyrrolidino]-3-pyridyl]azetidin-1-yl]methanone